acrylonitrile sulphate S(=O)(=O)(O)O.C(C=C)#N